ClC1=CC=C(OC2=CC=C(C=N2)C=2N=C(C3=C(N2)CC[S@]3=O)NC3(CCC3)CO)C=C1 (R)-2-(6-(4-chlorophenoxy)pyridin-3-yl)-4-((1-(hydroxymethyl)cyclobutyl)amino)-6,7-dihydrothieno[3,2-d]pyrimidine 5-oxide